C1(CC1)N1CCN(CC1)C1=C(C=C(C(=C1)OC)C1=NC=C2C=C(C=3N(C2=C1)C=CN3)C3=C(C(=CC(=C3Cl)OC)OC)Cl)NC(CC#C)=O N-(2-(4-cyclopropylpiperazin-1-yl)-5-(4-(2,6-dichloro-3,5-dimethoxyphenyl)imidazo[1,2-a][1,6]naphthyridin-8-yl)-4-methoxyphenyl)but-3-ynamide